3-(5-trifluoromethyl-2H-benzotriazol-2-yl)-5-tert-butyl-4-hydroxyhydrocinnamic acid methyl ester COC(CCC1=CC(=C(C(=C1)C(C)(C)C)O)N1N=C2C(=N1)C=CC(=C2)C(F)(F)F)=O